O1CCN(CC1)C1=CC(=CC(=N1)C=1C=NC(=NC1)N)S(=O)(=O)C1=CC=CC=C1 5-(6-morpholino-4-(phenylsulfonyl)pyridin-2-yl)pyrimidin-2-amine